5-methyl-1-(4-((4'-(piperazin-1-ylmethyl)-[1,1'-biphenyl]-4-yl)methyl)phenyl)-1H-1,2,4-triazole-3-carboxamide CC1=NC(=NN1C1=CC=C(C=C1)CC1=CC=C(C=C1)C1=CC=C(C=C1)CN1CCNCC1)C(=O)N